2-cyclopropyl-4-((1-(3-(difluoromethyl)-2-fluorophenyl)ethyl)amino)pyridin C1(CC1)C1=NC=CC(=C1)NC(C)C1=C(C(=CC=C1)C(F)F)F